N1(C=NC=C1)C[C@H]1C[C@@H](NC1)COC1(N2C(N(C(CC1)C2)OS(=O)(=O)O)=O)C(=O)N [(2R,4S)-4-(1H-imidazol-1-ylmethyl)-pyrrolidin-2-yl]methyloxyl-7-oxo-6-(sulfooxy)-1,6-diazabicyclo[3.2.1]octane-2-carboxamide